BrCCCS(=O)(=O)C 1-bromo-3-methylsulfonyl-propane